(4S)-2-(2-(2-hydroxyphenyl)-4,5-dihydrothiazol-4-yl)-3,4-dimethylthiazolidine-4-carboxylic acid OC1=C(C=CC=C1)C=1SCC(N1)C1SC[C@@](N1C)(C(=O)O)C